nickel-iron-manganese salt [Mn].[Fe].[Ni]